ethyl-5-(2-methylquinolin-8-yl)pyridin-2-amine C(C)C=1C(=NC=C(C1)C=1C=CC=C2C=CC(=NC12)C)N